2-(6-bromopyridin-2-yl)-1-ethanol BrC1=CC=CC(=N1)CCO